2-methyl-3-((6-methylpyridazin-3-yl)methyl)naphthalene-1,4-dione CC=1C(C2=CC=CC=C2C(C1CC=1N=NC(=CC1)C)=O)=O